1H-indazole-6-carboxylic acid N1N=CC2=CC=C(C=C12)C(=O)O